C(#N)C=1C=C(CC=2NC(=NN2)C(=O)N[C@@H]2C(N(C3=C(OC2)C=CC=C3)C)=O)C=CC1 (S)-5-(3-cyanobenzyl)-N-(5-methyl-4-oxo-2,3,4,5-tetrahydrobenzo[b][1,4]oxazepin-3-yl)-4H-1,2,4-triazole-3-carboxamide